N-(3-cyanophenyl)-5-hydroxy-5-phenyl-octahydrocyclopenta[c]pyrrole-2-carboxamide C(#N)C=1C=C(C=CC1)NC(=O)N1CC2C(C1)CC(C2)(C2=CC=CC=C2)O